tri(n-hexyl)phosphine C(CCCCC)P(CCCCCC)CCCCCC